2-(4-isopropyl-1H-1,2,3-triazol-1-yl)acetamide C(C)(C)C=1N=NN(C1)CC(=O)N